tert-butyl 5-methoxy-4-((2-(4-(methoxycarbonyl)phenyl)-4-phenylpiperazin-1-yl)methyl)-7-methyl-1H-indole-1-carboxylate COC=1C(=C2C=CN(C2=C(C1)C)C(=O)OC(C)(C)C)CN1C(CN(CC1)C1=CC=CC=C1)C1=CC=C(C=C1)C(=O)OC